(R)-ethyl 6-chloro-7-(2-(((3-chloropyridin-2-yl)oxy)methyl)pyrrolidin-1-yl)-1-(4-(ethylsulfonamido)phenyl)-4-oxo-1,4-dihydroquinoline-3-carboxylate ClC=1C=C2C(C(=CN(C2=CC1N1[C@H](CCC1)COC1=NC=CC=C1Cl)C1=CC=C(C=C1)NS(=O)(=O)CC)C(=O)OCC)=O